COC1=CC=C(C=C1)C#CS(=O)(=O)C1=CC=CC=C1 1-methoxy-4-[(phenylsulfonyl)ethynyl]benzene